CN1N=CC(=C1\C=C\1/N=C(OC1=O)C)C(=O)OCC ethyl 1-methyl-5-{[(4Z)-2-methyl-5-oxo-1,3-oxazol-4-ylidene]methyl}pyrazole-4-carboxylate